N-[(3,5-Difluoropyridin-2-yl)methyl]-2-[(3R)-3'-fluoro-3-methyl-[1,4'-bipiperidine]-1'-yl]-1,3-thiazole-5-carboxamide FC=1C(=NC=C(C1)F)CNC(=O)C1=CN=C(S1)N1CC(C(CC1)N1C[C@@H](CCC1)C)F